6-butyl-1-{2-[(2R,5R)-2-{[(2S,5R)-2,5-dimethylmorpholin-4-yl]methyl}-5-methylpiperazin-1-yl]acetyl}-3,3-dimethyl-1H,2H,3H,4H,5H-pyrrolo[3,2-b]pyridin-5-one dihydrochloride Cl.Cl.C(CCC)C1=CC2=C(NC1=O)C(CN2C(CN2[C@H](CN[C@@H](C2)C)CN2C[C@@H](OC[C@H]2C)C)=O)(C)C